5-(3-cyano-5-fluorobenzyl)-4H-1,2,4-triazole-3-carboxylic acid ethyl ester C(C)OC(=O)C1=NN=C(N1)CC1=CC(=CC(=C1)F)C#N